C(OCC(F)(F)F)([O-])[O-] 2,2,2-trifluoroethyl orthoformate